tert-butyl N-[[4-[2-(2-amino-3-pyridyl)-6-phenyl-benzimidazol-1-yl]phenyl]methyl]carbamate NC1=NC=CC=C1C1=NC2=C(N1C1=CC=C(C=C1)CNC(OC(C)(C)C)=O)C=C(C=C2)C2=CC=CC=C2